1-(2-(1H-indol-3-yl)ethyl)-6-(cyclopentylmethoxy)-7-methoxy-2-((tetrahydro-2H-pyran-4-yl)methyl)-1,2,3,4-tetrahydroisoquinoline N1C=C(C2=CC=CC=C12)CCC1N(CCC2=CC(=C(C=C12)OC)OCC1CCCC1)CC1CCOCC1